carbon selenium [Se].[C]